BrC=1SC=CC1\C=C\[N+](=O)[O-] (E)-2-bromo-3-(2-nitrovinyl)thiophene